C(C1=CC=CC=C1)N1C(C2(OC3=C(C=CC=C3)C23C(N(C2=CC=CC=C32)CC3=CC=CC=C3)=O)C3=CC=CC=C13)=O 1,1''-Dibenzyldispiro[indoline-3,2'-benzofuran-3',3''-indoline]-2,2''-dione